C(C)(C)(C)OC(N(C1=CC(=CC=C1)C1=NC(=NC=C1F)Cl)CC=C)=O Allyl-(3-(2-chloro-5-fluoropyrimidin-4-yl)phenyl)carbamic acid tert-butyl ester